COC1=C(C=CC=C1)C(C1=CC=C(C=C1)C(C)C)NC(=O)C1C(CCC1)C(=O)O 2-{[(2-methoxyphenyl)[4-(propan-2-yl)phenyl]methyl]carbamoyl}cyclopentane-1-carboxylic acid